(S)-2-(4-(3-chloro-4-((3,5-difluoropyridin-2-yl)methoxy-d2)-5',6-dimethyl-2-oxo-2H-[1,4'-bipyridin]-2'-yl)thiazol-2-yl)-N,2-dimethylpropionamide ClC=1C(N(C(=CC1OC([2H])([2H])C1=NC=C(C=C1F)F)C)C1=CC(=NC=C1C)C=1N=C(SC1)C(C(=O)NC)(C)C)=O